methyl 4-allyltetrahydro-2H-thiopyran-4-carboxylate 1,1-dioxide C(C=C)C1(CCS(CC1)(=O)=O)C(=O)OC